2''-(difluoromethyl)-N-(5-((1S,2S)-2-ethynylcyclopropyl)-1,3,4-thiadiazol-2-yl)-3-fluoro-5''-methoxy-2-oxo-2H-[1,2':4',4''-terpyridine]-5'-carboxamide FC(C1=NC=C(C(=C1)C1=CC(=NC=C1C(=O)NC=1SC(=NN1)[C@@H]1[C@H](C1)C#C)N1C(C(=CC=C1)F)=O)OC)F